Dibutyl 9,9'-((4-(2-(4-(2-((4-(bis(2-hydroxy-7-(isopentyloxy)-7-oxoheptyl)amino)butyl)disulfaneyl)ethyl)piperazin-1-yl)ethoxy)-4-oxobutyl)azanediyl)bis(8-hydroxynonanoate) OC(CN(CCCCSSCCN1CCN(CC1)CCOC(CCCN(CC(CCCCCCC(=O)OCCCC)O)CC(CCCCCCC(=O)OCCCC)O)=O)CC(CCCCC(OCCC(C)C)=O)O)CCCCC(=O)OCCC(C)C